4-(4-aminobenzyl)cyclohexyl-urea NC1=CC=C(CC2CCC(CC2)NC(=O)N)C=C1